tert-Butyl 5-[2-({2-[1-(tert-butoxycarbonyl) pyrrolidin-3-yl] propan-2-yl} oxy) ethyl]-3-acetamidoindole-1-carboxylate C(C)(C)(C)OC(=O)N1CC(CC1)C(C)(C)OCCC=1C=C2C(=CN(C2=CC1)C(=O)OC(C)(C)C)NC(C)=O